C(CCCCCCCCC)OCOCCCC(CC(CC(CC(CC(CC(C)Br)C)C)C)C)C 14-bromo-4,6,8,10,12-pentamethylpentadecyl decoxymethyl ether